N(=[N+]=[N-])CCOCCOCCOCCC(=O)N1C(CCC1)C1=C(C=CC=C1)Cl 3-(2-(2-(2-azidoethoxy)ethoxy)ethoxy)-1-(2-(2-chlorophenyl)pyrrolidin-1-yl)propan-1-one